N-methyl-3-(4-methylpyrazol-1-yl)benzenesulfonamide methyl-5-(2-amino-[1,2,4]triazolo[1,5-a]pyridin-7-yl)-2,4-dimethylbenzoate COC(C1=C(C=C(C(=C1)C1=CC=2N(C=C1)N=C(N2)N)C)C)=O.CNS(=O)(=O)C2=CC(=CC=C2)N2N=CC(=C2)C